CC1=C(C=NO)C(=CC(=C1CN1C(=NC=C1)C)C)C 2,4,6-trimethyl-3-((2-methyl-1H-imidazol-1-yl)methyl)benzaldehyde oxime